FC(F)N1N=C(C=C1)N (difluoromethyl)-1H-pyrazol-3-amine